4-[(trityl)thio]benzophenone C(C1=CC=CC=C1)(C1=CC=CC=C1)(C1=CC=CC=C1)SC1=CC=C(C(=O)C2=CC=CC=C2)C=C1